4-({2',4'-dichloro-4-[4-(dimethylamino)butanoyl]-[1,1'-biphenyl]-3-yl}carbamoyl)-6-hydroxybenzene-1,3-dicarboxylic acid ClC1=C(C=CC(=C1)Cl)C1=CC(=C(C=C1)C(CCCN(C)C)=O)NC(=O)C1=C(C=C(C(=C1)O)C(=O)O)C(=O)O